C1(CC1)C(F)(F)C1=C(C=CC=C1)S(=O)(=O)NC1=C(C(=CC=C1)F)N1CCC(CC1)CN1C[C@@H](O[C@@H](C1)C)C (cyclopropyldifluoromethyl)-N-(2-(4-(((2S,6R)-2,6-dimethylmorpholinyl)-methyl)piperidin-1-yl)-3-fluorophenyl)benzenesulfonamide